CC=1C(=C(C2=C(OC(O2)C2CCN(CC2)CCC2=CC=CC=C2)C1)C)C(=O)NCC=1C(NC(=CC1SC)C)=O dimethyl-N-((6-methyl-4-(methylthio)-2-oxo-1,2-dihydropyridin-3-yl)methyl)-2-(1-phenethylpiperidin-4-yl)benzo[d][1,3]dioxole-5-carboxamide